NCC1=NC=2C(=C3C(=NC2)N(C=C3)S(=O)(=O)C3=CC=C(C)C=C3)N1N1CCC(CC1)CC#N (1-(2-(aminomethyl)-6-p-toluenesulfonylimidazo[4,5-d]pyrrolo[2,3-b]pyridin-1(6H)-yl)piperidin-4-yl)acetonitrile